ClC=1C=C(C=CC1F)NC1=NC=NC2=CC(=C(C=C12)NC(C=CCCCN1CCCCC1)=O)OCC 6-Piperidin-1-yl-hex-2-enoic acid [4-(3-chloro-4-fluoro-phenylamino)-7-ethoxy-quinazolin-6-yl]-amide